tert-butyl 2-((2-bromo-6-chloropyridin-4-yl)(hydroxy)methyl)-5-(((tert-butyl-diphenylsilyl)oxy)methyl)pyrrolidine-1-carboxylate BrC1=NC(=CC(=C1)C(C1N(C(CC1)CO[Si](C1=CC=CC=C1)(C1=CC=CC=C1)C(C)(C)C)C(=O)OC(C)(C)C)O)Cl